FC1=CC2=C(SC=C2C#N)C(=C1)F 5,7-difluoro-benzo[B]thiophene-3-carbonitrile